FC(OC1=C(C=CC=C1)S(=O)(=O)N)(F)F (E)-2-(trifluoromethoxy)benzenesulfonamide